N[C@@H]1CN(CC[C@H]1F)C1=NC2=C(N1CC(=O)N1C(COCC1)CC)C=C(C=C2)F 2-(2-((3R,4R)-3-amino-4-fluoropiperidin-1-yl)-6-fluoro-1H-benzo[d]imidazol-1-yl)-1-(3-ethylmorpholino)ethan-1-one